[Si](C1=CC=CC=C1)(C1=CC=CC=C1)(C(C)(C)C)O[C@@H]1C[C@H](N(C1)C(=O)OC(C)(C)C)COC1=CC(=CC=2OC(OC(C21)=O)(C)C)C tert-Butyl (2S,4R)-4-((tert-butyldiphenylsilyl)oxy)-2-(((2,2,7-trimethyl-4-oxo-4H-benzo[d][1,3]dioxin-5-yl)oxy)methyl)pyrrolidin-1-carboxylate